Tert-butyl 3-[2-chloro-4-[[4-[1-methyl-4-(trifluoromethyl)imidazol-2-yl]phenyl]methoxy]pyrimidin-5-yl]-2,5-dihydropyrrole-1-carboxylate ClC1=NC=C(C(=N1)OCC1=CC=C(C=C1)C=1N(C=C(N1)C(F)(F)F)C)C=1CN(CC1)C(=O)OC(C)(C)C